5-[1-(4,4-diethyl-2-imino-6-oxo-hexahydropyrimidin-1-yl)-3-methoxy-propyl]-N-[(3R,4R)-3-hydroxy-3-methyl-chroman-4-yl]-2-(trifluoromethyl)benzamide C(C)C1(NC(N(C(C1)=O)C(CCOC)C=1C=CC(=C(C(=O)N[C@H]2[C@@](COC3=CC=CC=C23)(C)O)C1)C(F)(F)F)=N)CC